NC=1C(=C2CCC(C2=C(C1)N)(C)C)C 5,7-diamino-1,1,4-trimethylindane